C1(CC1)N1N=CC(=C1)C=1C=C(C=CC1)N(C(=O)[C@@H]1CC[C@H](CC1)OC(=O)NCC(=O)OC)C[C@@H]1CC[C@H](CC1)C1=CC(=C(C=C1)OC)C Methyl 2-((((trans-4-((3-(1-cyclopropyl-1H-pyrazol-4-yl)-phenyl)((trans-4-(4-methoxy-3-methyl-phenyl)cyclohexyl)-methyl)carbamoyl)-cyclohexyl)oxy)carbonyl)amino)acetate